1,6-Bis[(1-aziridinyl)carbonylamino]hexane N1(CC1)C(=O)NCCCCCCNC(=O)N1CC1